2-ethynylthiophene C(#C)C=1SC=CC1